BrC(CCNC(OC(C)(C)C)=O)C tert-butyl (3-bromobutyl)carbamate